C1(CCC(CC1)C(=O)OCCCCCCCC)C(=O)OC methyl octyl 1,4-cyclohexanedicarboxylate